(2-fluoro-4-(2-fluorophenoxy)phenyl)(5-methoxy-4-(((3R,6S)-6-((4-(methylsulfonyl)piperazin-1-yl)methyl)tetrahydro-2H-pyran-3-yl)amino)-1H-pyrrolo[2,3-b]pyridin-3-yl)methanone FC1=C(C=CC(=C1)OC1=C(C=CC=C1)F)C(=O)C1=CNC2=NC=C(C(=C21)N[C@H]2CO[C@@H](CC2)CN2CCN(CC2)S(=O)(=O)C)OC